(S)-tert-butyl ((1-(N-(5-chloro-4-(cyclopentylmethoxy)-2-fluorobenzoyl)sulfamoyl)-piperidin-3-yl)methyl)carbamate ClC=1C(=CC(=C(C(=O)NS(=O)(=O)N2C[C@@H](CCC2)CNC(OC(C)(C)C)=O)C1)F)OCC1CCCC1